BrC=1C(=C(C=CC1)C1=NOC(=C1)[C@]1(C(N(CC1)C)=O)O)F (R)-3-(3-(3-bromo-2-fluorophenyl)isoxazol-5-yl)-3-hydroxy-1-methylpyrrolidin-2-one